O-ethyl S-(3,4,5-trimethoxyphenyl)carbonodithioate COC=1C=C(C=C(C1OC)OC)[SH-]C(OCC)=S